OC(C#C\C(=C/C=O)\C1=CC2=CC=CC=C2C=C1)(C#CC1=CC=CC=C1)C1=CC=CC=C1 (Z)-6-hydroxy-3-(naphthalen-2-yl)-6,8-diphenyloct-2-en-4,7-diyne-1-al